tert-butyl (1r,3r)-3-((tert-butoxycarbonyl)amino)cyclobutane-1-carboxylate C(C)(C)(C)OC(=O)NC1CC(C1)C(=O)OC(C)(C)C